O=C1C[C@H]2[C@H]([C@H](N(C2)C(=O)OCC2=CC=CC=C2)C(=O)OC)C1 (1S,3aS,6aR)-2-Benzyl 1-methyl 5-oxohexahydrocyclopenta[c]pyrrole-1,2(1H)-dicarboxylate